N1(CCC12CCC2)CC2=C(CNC1=CC(=C(C(=C1)F)S(=O)(=O)NC=1N=CSC1)F)C(=CC=C2)F 4-((2-((1-azaspiro[3.3]heptan-1-yl)methyl)-6-fluorobenzyl)amino)-2,6-difluoro-N-(thiazol-4-yl)benzenesulfonamide